1,4-Bis(acryloyl)piperazin C(C=C)(=O)N1CCN(CC1)C(C=C)=O